FC1=NC=CC(=C1)CN1C(=CC=C1)C(=O)N 1-((2-fluoropyridin-4-yl)methyl)-1H-pyrrole-2-carboxamide